2-(6-{2-[(1-acetylpiperidin-4-yl)amino]-5-chloropyrimidin-4-yl}-1-oxo-2,3-dihydro-1H-isoindol-2-yl)-N-[(1S)-2-hydroxy-1-(3-methoxyphenyl)ethyl]-acetamide C(C)(=O)N1CCC(CC1)NC1=NC=C(C(=N1)C1=CC=C2CN(C(C2=C1)=O)CC(=O)N[C@H](CO)C1=CC(=CC=C1)OC)Cl